methyl-2-methoxyphenoxy-6-methyltetrahydro-2H-pyran-3,4,5-triyltriacetate COC(CC1COC(C(C1CC(=O)[O-])C(C(=O)[O-])OC1=C(C=CC=C1)OC)C)=O